hex-4-enoic acid methyl ester COC(CCC=CC)=O